N1,N1,N3,N3,N3-pentamethylpropane-1,3-diaminium chloride [Cl-].C[NH+](CCC[N+](C)(C)C)C.[Cl-]